7-(6,7-dihydro-5H-benzo[7]annulen-9-yl)-1-methyl-4H,6H-benzo[e][1,2,4]triazolo[3,4-c][1,4]oxazepine C1=CC=CC2=C1C(=CCCC2)C2=CC=CC=1N3C(COCC12)=NN=C3C